tert-butyl-(1-(4-chloro-2-fluorophenyl)-2-(2,6-dibromophenoxy)ethoxy)dimethyl-silane C(C)(C)(C)[Si](C)(C)OC(COC1=C(C=CC=C1Br)Br)C1=C(C=C(C=C1)Cl)F